C(C=CCCCCCCCCCCCCC)=O (11Z)-hexadecenal